2-butyl-2-ethyl-propane-1,3-diol C(CCC)C(CO)(CO)CC